stearyl acrylate tert-butyl-acrylate C(C)(C)(C)OC(C=C)=O.C(C=C)(=O)OCCCCCCCCCCCCCCCCCC